C[C@H]1CC[C@H](CN1C(CC1=CC=C(C=C1)C=1C=NC(=NC1)C)=O)C(=O)O (3R,6S)-6-methyl-1-(2-(4-(2-methylpyrimidin-5-yl)phenyl)acetyl)piperidine-3-carboxylic acid